ClC(C1=NC(=NC(=N1)C(Cl)(Cl)Cl)C=CC1=CC(=CC(=C1)OCC)OCC)(Cl)Cl 2,4-bis(trichloromethyl)-6-[2-(3,5-diethoxyphenyl)vinyl]s-triazine